(S)-4-benzyl 1,2-di-tert-butyl piperazine-1,2,4-tricarboxylate N1([C@@H](CN(CC1)C(=O)OCC1=CC=CC=C1)C(=O)OC(C)(C)C)C(=O)OC(C)(C)C